COC=1C=CC=2C3=C(C=NC2N1)COC(N3C3CC1C(CN(C1)S(=O)(=O)NC([O-])=O)C3)=O ((5-(8-methoxy-2-oxo-2H-[1,3]oxazino[5,4-c][1,8]naphthyridine-1(4H)-yl)hexahydro Cyclopenta[c]pyrrol-2(1H)-yl)sulfonyl)carbamate